[3-(1-hydroxyphthalazin-6-yl)-4-methoxyphenyl]boronic acid OC1=NN=CC2=CC(=CC=C12)C=1C=C(C=CC1OC)B(O)O